1-(2,3-Dihydro-pyrrolo-[3,2-c]pyridin-1-yl)-2-((R)-3-methyl-piperazin-1-yl)-ethanone N1(CCC=2C=NC=CC21)C(CN2C[C@H](NCC2)C)=O